COC1=C(C2=C(C=N1)C(=CN2)C#N)C2=NC1=C(N2)C=CC(=C1)N1CCN(CC1)C 6-methoxy-7-(5-(4-methylpiperazin-1-yl)-1H-benzo[d]imidazol-2-yl)-1H-pyrrolo[3,2-c]pyridine-3-carbonitrile